bis-t-butylaminosilane C(C)(C)(C)N[SiH2]NC(C)(C)C